3-hydroxyundecanoat OC(CC(=O)[O-])CCCCCCCC